COC=1C(=CC2=CN(N=C2C1)C1CCC(CC1)N(C1CCC2(CCN(CC2)C(=O)[O-])CC1)C)NC(C1=NC(=CC=C1)C(F)(F)F)=O 9-(((1r,4r)-4-(6-methoxy-5-(6-(trifluoromethyl)picolinamido)-2H-indazol-2-yl)cyclohexyl)(methyl)amino)-3-azaspiro[5.5]undecan-3-carboxylate